C1(CC1)CC=1OC(=CN1)C=1C=CC(=NC1C1=CC=2N(C=C1)C=C(N2)C)C#N 5-(2-(Cyclopropylmethyl)oxazol-5-yl)-6-(2-methylimidazo[1,2-a]pyridin-7-yl)picolinonitril